C1(=CC=CC2=CC=CC=C12)C=1C=C(C=CC1)NC1=CC=C(C=C1)C1=CC=C(C=C1)C1=CC=CC=C1 (3-naphthalen-1-yl-phenyl)-(1,1':4',1''-terphenyl-4-yl)-amine